3-(3-chloro-2-fluorophenyl)-4-(4-chloro-2-fluorophenyl)-4-cyano-5-(2,2-dimethylpropyl)pyrrolidine-2-carboxylic acid ClC=1C(=C(C=CC1)C1C(NC(C1(C#N)C1=C(C=C(C=C1)Cl)F)CC(C)(C)C)C(=O)O)F